FC(C1=NC2=C(N1C1=NC(=NC(=N1)N1CCOCC1)N1CCOCC1)C=CC=C2)F 2-(difluoromethyl)-1-(4,6-dimorpholino-1,3,5-triazin-2-yl)-1H-benzo[d]imidazole